Ethylene Dichloride C(CCl)Cl